1-bromo-7,7-difluoroheptane BrCCCCCCC(F)F